N1(CCCCC1)C(=O)C1(CCCC1)CNC(=O)C1=CC2=C(S1)CCCCCC2 N-{[1-(piperidine-1-carbonyl)cyclopentyl]methyl}-4H,5H,6H,7H,8H,9H-cycloocta[b]thiophene-2-carboxamide